NC1=NC(=NC=C1)C1CC(C1)O (1r,3r)-3-(4-aminopyrimidin-2-yl)cyclobutan-1-ol